C(=O)(OC(C)(C)C)N[C@@H](CC(=O)O)CC1=CC=C(C=C1)Br (R)-3-(Boc-amino)-4-(4-bromophenyl)butyric acid